C1(CC1)COC1=CC=C(N=N1)C(C(=O)N)C (6-(cyclopropylmethoxy)pyridazin-3-yl)propanamide